OC=1C=C(C=CC1)C=CC(=O)C1=CC=C(C=C1)N1C(CCC1)=O 1-[4-[3-(3-Hydroxyphenyl)prop-2-enoyl]phenyl]pyrrolidin-2-one